11-[(1-butylphenyl)oxy]-l-1-oxoundecyl-4-{[9-(dimethylamino)-5H-benzo[a]phenoxazine-5-ylidene]-amino}-benzenate C(CCC)C1(CC=CC=C1)OCCCCCCCCCCC(=O)OC(=O)C1=CC=C(C=C1)N=C1C2=C(C3=NC4=CC=C(C=C4OC3=C1)N(C)C)C=CC=C2